CC1=NC2=C(N1)C=C1C=CC=CC1=C2 2-methyl-1H-naphtho[2,3-d]Imidazole